t-butyl N-methylcarbamate CNC(OC(C)(C)C)=O